FC(CN1N=CC=2C1=NC(=CN2)N2CC1(CC2=O)CCN(CC1)C=1C=NC=C(C1)C(F)(F)F)F 2-[1-(2,2-difluoroethyl)-1H-pyrazolo[3,4-b]pyrazin-6-yl]-8-[5-(trifluoromethyl)pyridin-3-yl]-2,8-diazaspiro[4.5]decan-3-one